ClC=1C(=CC=C2N=CC(=NC12)C=1C=NN(C1)[C@@H]1[C@H](CNCC1)F)OC=1C=CC2=C(N(C(=N2)C)COCC[Si](C)(C)C)C1 8-chloro-2-(1-((3S,4S)-3-fluoropiperidin-4-yl)-1H-pyrazol-4-yl)-7-((2-methyl-1-((2-(trimethylsilyl)ethoxy)methyl)-1H-benzo[d]imidazol-6-yl)oxy)quinoxaline